ClC1=C(C(=O)N(C)C)C=CC(=C1)OCCCCC1CCN(CC1)C(=O)C1(CCC1)C1=CC=CC=C1 2-chloro-N,N-dimethyl-4-(4-(1-(1-phenylcyclobutanecarbonyl)piperidin-4-yl)butoxy)benzamide